CN1N=CC(=C1)C1N(C(=CC=N1)C1=CC=C(C=C1)OC(F)(F)F)[C@@H](C(F)(F)F)CO 2-(1-Methyl-1H-pyrazol-4-yl)-N-[(2R)-1,1,1-trifluoro-3-hydroxypropan-2-yl]-6-[4-(trifluoromethoxy)phenyl]pyrimidin